(cyclobutylmethyl)-2-methylbenzoate C1(CCC1)COC(C1=C(C=CC=C1)C)=O